ClC=1C(=NC=C(C1)N=C=O)N1N=CC=N1 3-chloro-5-isocyanato-2-(2H-1,2,3-triazol-2-yl)-pyridine